2-(2-(methoxycarbonyl)-6-(trifluoromethyl)-pyridin-4-yl)acetic acid COC(=O)C1=NC(=CC(=C1)CC(=O)O)C(F)(F)F